isopropyl 3-(3-acrylamido-4-methylphenyl)-2-(4-((4-methylpiperazin-1-yl)methyl)phenyl)-1H-pyrrolo[2,3-b]pyridine-5-carboxylate C(C=C)(=O)NC=1C=C(C=CC1C)C1=C(NC2=NC=C(C=C21)C(=O)OC(C)C)C2=CC=C(C=C2)CN2CCN(CC2)C